[K].OC(C(=NO)O)=NO dihydroxyglyoxime potassium salt